FC=1C(=C2C(=NC(=NN2C1)N[C@H]1[C@H](CN(CC1)C1COC1)F)OC)C=1C=NC=2N(C1)C=CN2 6-fluoro-N-((3s,4r)-3-fluoro-1-(oxetan-3-yl)piperidin-4-yl)-5-(imidazo[1,2-a]pyrimidin-6-yl)-4-methoxypyrrolo[2,1-f][1,2,4]triazin-2-amine